2,3-dihydro-2,3-dihydroxybenzoic acid OC1C(C(=O)O)=CC=CC1O